CN(C1=CC=C(C(=O)NC2CCC(CC2)NC2=CC(=NC(=C2)C(F)(F)F)C(F)(F)F)C=C1)C 4-(dimethylamino)-N-[(1s,4s)-4-{[2,6-bis(trifluoromethyl)pyridin-4-yl]amino}cyclohexyl]benzamide